CN(C)\C=C\1/C(COCC1)=O (Z)-4-((dimethylamino)methylene)dihydro-2H-pyran-3(4H)-one